COC1=CC=C(C=C1)C1=CC2=C(N=CN=C2)N(C1=O)C 6-(4-methoxyphenyl)-8-methylpyrido[2,3-d]pyrimidin-7(8H)-one